[Br-].OCC1=CC=C(C=O)O1 5-hydroxymethylfurfural, bromide salt